N-(2-aminophenyl)-3-((6-(pyrimidin-2-yl)pyridazin-3-yl)amino)benzamide NC1=C(C=CC=C1)NC(C1=CC(=CC=C1)NC=1N=NC(=CC1)C1=NC=CC=N1)=O